COC(CC1CCN(CC1)C=1C=CC(=NC1)[N+](=O)[O-])OC 5-[4-(2,2-dimethoxyethyl)-1-piperidinyl]-2-nitro-pyridine